FC1([C@@H](CN(C1)C)NC1=NN2C(C(=N1)OC)=C(C(=C2)F)C=2C=C(C1=C(N(C=N1)CCF)C2)F)F (R)-N-(4,4-difluoro-1-methylpyrrolidin-3-yl)-6-fluoro-5-(4-fluoro-1-(2-fluoroethyl)-1H-benzo[d]imidazol-6-yl)-4-methoxypyrrolo[2,1-f][1,2,4]triazin-2-amine